ClC1=CC=C(OC2=C(C=C(C=C2)NC(CC2=CC=C(C=C2)C(F)F)=O)S(N)(=O)=O)C=C1 N-[4-(4-chlorophenoxy)-3-sulfamylphenyl]-2-[4-(difluoromethyl)phenyl]acetamide